C(C)(C)(C)OC(=O)N1CCN(CC1)C1=CC=C(C=C1)N1C(NC(CC1)=O)=O.CC(C)(C#CC(C)(OOC(C)(C)C)C)OOC(C)(C)C 2,5-dimethyl-2,5-bis-(t-butylperoxy)hexyne tert-Butyl-4-(4-(2,4-dioxotetrahydropyrimidin-1(2H)-yl)phenyl)piperazine-1-carboxylate